FC(COCCOCC(F)F)(F)F 1,1,1-trifluoro-2-(2-(2,2-difluoroethoxy)ethoxy)ethane